ClC1=C(C(=CS1)S(=O)(=O)OCC(C)C)P(C1=C(C=CC=C1)OC)C1=C(C=CC=C1)OC isobutyl 5-chloro-4-bis(2-methoxyphenyl)phosphino-3-thiophenesulfonate